1-(2-((4,4-difluorocyclohexyl)amino)-6-(3-methyl-1H-pyrazol-1-yl)pyridin-4-yl)-2-(1-methyl-1H-1,2,3-triazol-5-yl)ethan-1-ol FC1(CCC(CC1)NC1=NC(=CC(=C1)C(CC1=CN=NN1C)O)N1N=C(C=C1)C)F